OC1C(C1)NC(=O)NC=1C=NN2C1N=C(C=C2NC)C2=CN(C1=NC=CC=C12)C(C)C 1-(2-hydroxycyclopropyl)-3-(5-(1-isopropyl-1H-pyrrolo[2,3-b]pyridin-3-yl)-7-(methylamino)pyrazolo[1,5-a]pyrimidin-3-yl)urea